(R)-4-(1-((3-(difluoro-methyl)-1-methyl-1H-pyrazol-4-yl)sulfonyl)-1-fluoro-ethyl)-N-(pyridin-3-yl)piperidine-1-carboxamide FC(C1=NN(C=C1S(=O)(=O)[C@@](C)(F)C1CCN(CC1)C(=O)NC=1C=NC=CC1)C)F